N-(oxazol-4-ylmethyl)pyridinecarboxamide O1C=NC(=C1)CNC(=O)C1=NC=CC=C1